3-{4-[4-(cyclopropylmethoxy)thiophen-3-yl]-1H-1,2,3-triazol-1-yl}piperidine-2,6-dione C1(CC1)COC=1C(=CSC1)C=1N=NN(C1)C1C(NC(CC1)=O)=O